N1-(2-(dimethylamino)ethyl)-6-fluoro-N1-methyl-4-nitrobenzene-1,2-diamine CN(CCN(C=1C(=CC(=CC1F)[N+](=O)[O-])N)C)C